(5Z)-5-[(4-fluoro-3-hydroxyphenyl)methylidene]-3-[(2-fluoro-5-hydroxyphenyl)methyl]-1,3-thiazolidine-2,4-dione FC1=C(C=C(C=C1)\C=C/1\C(N(C(S1)=O)CC1=C(C=CC(=C1)O)F)=O)O